6-[(7S)-2-{3-[4-(3,6-Dimethylpyrazin-2-yl)phenyl]-1H-pyrrolo[2,3-b]pyridin-5-yl}-6,7,8,9-tetrahydro-5H-benzo[7]annulen-7-yl]-3-oxa-6-azabicyclo[3.1.1]heptane CC=1C(=NC(=CN1)C)C1=CC=C(C=C1)C1=CNC2=NC=C(C=C21)C=2C=CC1=C(CC[C@H](CC1)N1C3COCC1C3)C2